BrC=1C(=C(C=O)C=C(C1)OCC1CC1)F 3-bromo-5-(cyclopropylmethoxy)-2-fluorobenzaldehyde